FC=1C=C(C=CC1NC1=NC=NC2=CC(=C(C=C12)OC)OCC1CCN(CC1)C)C=1C(=NC=CC1)C(=O)N (3-fluoro-4-((6-methoxy-7-((1-methylpiperidin-4-yl)methoxy)quinazolin-4-yl)amino)phenyl)pyridinamide